7-chloro-4-(pent-4-yn-1-ylamino)-1-(pyridin-3-yl)quinazolin-2(1H)-one ClC1=CC=C2C(=NC(N(C2=C1)C=1C=NC=CC1)=O)NCCCC#C